5-(4-chlorobenzyl)-8-(4-cyanophenyl)-N-methyl-6,9-dioxo-2,5,8-triazaspiro-[3.5]nonane-2-carboxamide ClC1=CC=C(CN2C3(CN(C3)C(=O)NC)C(N(CC2=O)C2=CC=C(C=C2)C#N)=O)C=C1